FC1(CC1)C(=O)N[C@H](C(=O)N1[C@@H](C[C@H](C1)O)C(=O)N[C@@H](CC(=O)NCCCC(=O)O)C1=CC=C(C=C1)C1=C(N=CS1)C)C(C)(C)C 4-((S)-3-((2S,4R)-1-((S)-2-(1-fluorocyclopropane-1-carboxamido)-3,3-dimethylbutanoyl)-4-hydroxypyrrolidine-2-carboxamido)-3-(4-(4-methylthiazol-5-yl)phenyl)propanamido)butanoic acid